ClC=1C=C2C=C(NC2=CC1OCC1=CC(=NO1)C)CNC(=O)N1[C@@H](CCC1)C(F)F N-({5-chloro-6-[(3-methyl-5-isoxazolyl)methoxy]-2-indolyl}methyl)-(S)-2-(difluoromethyl)-1-pyrrolidinecarboxamide